5-formyl-isoindoline-2-carboxylic acid tert-butyl ester C(C)(C)(C)OC(=O)N1CC2=CC=C(C=C2C1)C=O